C1(=CC=CC=C1)N1C(=NC2=C1C=CC=C2)C2=C([O-])C=CC=C2 2-(1-phenyl-1H-benzo[d]imidazol-2-yl)phenoxide